FC(CCCOC1=CC=C(C(=O)O)C=C1)(F)F 4-(4,4,4-trifluorobutoxy)benzoic acid